3-acryloyloxythioxanthone C(C=C)(=O)OC=1C=CC=2C(C3=CC=CC=C3SC2C1)=O